FC(C1=CN=CC(=N1)NC1C(C(COC1)O)O)(F)F 5-((6-(trifluoromethyl)pyrazin-2-yl)amino)tetrahydro-2H-pyran-3,4-diol